5-Bromo-N-(2-(3,5-dimethyl-1H-pyrazol-1-yl)quinolin-8-yl)thiophene-2-carboxamide BrC1=CC=C(S1)C(=O)NC=1C=CC=C2C=CC(=NC12)N1N=C(C=C1C)C